7-(4-(Dipropylamino) butyl)-7-hydroxytridecane-1,13-diylbis(2-cyclopentadecylacetate) C(CC)N(CCCCC(CCCCCCC(C(=O)[O-])C1CCCCCCCCCCCCCC1)(CCCCCCC(C(=O)[O-])C1CCCCCCCCCCCCCC1)O)CCC